1-(3-Fluoro-2-methoxyphenyl)-2-methylpiperazine FC=1C(=C(C=CC1)N1C(CNCC1)C)OC